N[C@@H](CCC(=O)CNC([C@@H](N)CCC(=O)NCC)=O)C(=O)O theanine, gamma-glutamylmethylamide